2-(3-fluoro-4-methylphenyl)acetic acid FC=1C=C(C=CC1C)CC(=O)O